2,4,6-trit-butylphenyl carbamate C(N)(OC1=C(C=C(C=C1C(C)(C)C)C(C)(C)C)C(C)(C)C)=O